5-((5-(3-(5-isopropyloxazol-2-yl)cyclopentyl)-1H-pyrazol-3-yl)amino)-1,3-dihydrobenzo[c]isothiazole 2,2-dioxide C(C)(C)C1=CN=C(O1)C1CC(CC1)C1=CC(=NN1)NC1=CC2=C(NS(C2)(=O)=O)C=C1